vinyl fluoropropionate FC(C(=O)OC=C)C